Cl.OC1=CC=C(C(=O)O)C=C1 4-hydroxybenzoic acid hydrochloride